(cis)-tert-butyl 1'-benzyl-6',6'-difluorotetrahydro-1'H-spiro[cyclopropane-1,2'-pyrrolo[3,2-b]pyrrole]-4'(5'H)-carboxylate C(C1=CC=CC=C1)N1[C@@H]2[C@H](CC13CC3)N(CC2(F)F)C(=O)OC(C)(C)C